FC(CN(C1=NC=2N(C3=C1C(=CN=C3)F)C=NN2)C2=CC(=CC(=C2)C#CC2(CC2)C)F)F N-(2,2-difluoroethyl)-6-fluoro-N-(3-fluoro-5-((1-methylcyclopropyl)ethynyl)phenyl)pyrido[4,3-e][1,2,4]triazolo[4,3-a]pyrimidin-5-amine